N-(1-cyanocyclopropyl)-8-(3-oxopiperazin-1-yl)-3-(5-(trifluoromethyl)-1,3,4-thiadiazol-2-yl)imidazo[1,5-a]pyridine-6-sulfonamide C(#N)C1(CC1)NS(=O)(=O)C=1C=C(C=2N(C1)C(=NC2)C=2SC(=NN2)C(F)(F)F)N2CC(NCC2)=O